4-(3-(3-cyclopentenyl)propyl)-1-methyl-1-cyclopentene C1(CC=CC1)CCCC1CC=C(C1)C